OCC1=CC=C(O1)C1=NC(=CC2=C1NC1=CC=CC=C21)C(=O)N(C)C 1-(5-(hydroxymethyl)furan-2-yl)-N,N-dimethyl-9H-pyrido[3,4-b]indole-3-carboxamide